1-pyridin-4-yl-1,4-butanediamine N1=CC=C(C=C1)C(CCCN)N